calcium pentadecyl thioborate B(SCCCCCCCCCCCCCCC)([O-])[O-].[Ca+2]